O[C@@H]1C[C@H](N(C1)C([C@H](C(C)(C)C)N1N=NC(=C1)CNC1=CC=C(C=C1)OC)=O)C(=O)NC (2S,4r)-4-hydroxy-1-[(2S)-2-[4-[(4-methoxyanilino)methyl]triazol-1-yl]-3,3-dimethyl-butyryl]-N-methyl-pyrrolidine-2-carboxamide